S(N)(OC[C@H]1OC(O[C@@H]1C1=C(N=C(S1)Cl)Cl)(C)C)(=O)=O ((4R,5S)-5-(2,4-dichlorothiazol-5-yl)-2,2-dimethyl-1,3-dioxolan-4-yl)methyl sulfamate